NCCOCCN Bis(2-aminoethyl) ether